N-[3-Fluoro-4-[[6-(2-morpholin-4-ylethoxy)-1,5-naphthyridin-4-yl]oxy]phenyl]-1-(4-fluorophenyl)-6-methyl-2-oxopyridine-3-carboxamide FC=1C=C(C=CC1OC1=CC=NC2=CC=C(N=C12)OCCN1CCOCC1)NC(=O)C=1C(N(C(=CC1)C)C1=CC=C(C=C1)F)=O